N-((2S)-1-(2-(3-amino-3-oxopropyl)-2-(2-chloro-2-fluoroacetyl)hydrazino)-4,4-dimethyl-1-oxopentan-2-yl)pyrazine-2-carboxamide NC(CCN(NC([C@H](CC(C)(C)C)NC(=O)C1=NC=CN=C1)=O)C(C(F)Cl)=O)=O